N-cyclopentyl-pelargonamide C1(CCCC1)NC(CCCCCCCC)=O